C(CC)(=O)N([C@@H](CCSC)C(=O)O)O N-propionyl-hydroxymethionine